C(#N)C=1C=CC2=CN(N=C2C1)C(C1C(C1C(=O)O)(F)F)C1=C2C=CNC2=C(C=C1OC)C 3-((6-cyano-2H-indazol-2-yl)(5-methoxy-7-methyl-1H-indol-4-yl)methyl)-2,2-difluorocyclopropane-1-carboxylic acid